1-((S)-1-(3-chlorophenyl)ethyl)-N5-((1R,3R)-3-hydroxycyclopentyl)-N3-methyl-1H-pyrazole-3,5-dicarboxamide ClC=1C=C(C=CC1)[C@H](C)N1N=C(C=C1C(=O)N[C@H]1C[C@@H](CC1)O)C(=O)NC